OC1=C(C=CC=C1)C1=CC2=C(N=N1)NC(=C2)C21CC(C2)(C1)C=O 3-(3-(2-hydroxyphenyl)-7H-pyrrolo[2,3-c]pyridazin-6-yl)bicyclo[1.1.1]pentane-1-carbaldehyde